2-(3-amino-pyrazolo[1,5-a]pyridin-2-yl)oxyethanol methyl-4-[1-(2,6-dioxo-3-piperidyl)-2-oxo-benzo[cd]indol-6-yl]cyclohex-3-ene-1-carboxylate CC1(CC=C(CC1)C=1C=2C3=C(C(N(C3=CC1)C1C(NC(CC1)=O)=O)=O)C=CC2)C(=O)OCCOC2=NN1C(C=CC=C1)=C2N